N-(4-(N-(2-(3-Tosylureido)phenyl)sulfamoyl)phenyl)acetamid S(=O)(=O)(C1=CC=C(C)C=C1)NC(NC1=C(C=CC=C1)NS(=O)(=O)C1=CC=C(C=C1)NC(C)=O)=O